1,1,3,3-tetra-tert-butoxydisiloxane C(C)(C)(C)O[SiH](O[SiH](OC(C)(C)C)OC(C)(C)C)OC(C)(C)C